1-butyl-3,3-dimethylurea C(CCC)NC(=O)N(C)C